5-[4-Amino-2-(N-(2-amino-1-methyl-2-oxoethyl)-4-fluoroanilino)thiazol-5-carbonyl]-N-(cis-3-fluorocyclobutyl)isoxazol-3-carboxamid NC=1N=C(SC1C(=O)C1=CC(=NO1)C(=O)N[C@@H]1C[C@@H](C1)F)N(C1=CC=C(C=C1)F)C(C(=O)N)C